COC=1C=C(CNCC2=C(C=C(C=C2)OC)OC)C=CC1 3-methoxybenzyl-1-(2,4-Dimethoxyphenyl)methylamine